Pyrazine-5-carboxylic acid methyl ester COC(=O)C=1N=CC=NC1